COS(=O)C1=CC=CC=C1.[Na] sodium methylphenylsulfinate